FC=1C=C(C=CC1C(F)(F)F)CCCC(=O)O 4-(3-fluoro-4-(trifluoromethyl)phenyl)butanoic acid